(4-methylhexahydropyrrolo[3,4-b][1,4]oxazin-6(2H)-yl)quinazolin-4-amine CN1C2C(OCC1)CN(C2)C2=NC1=CC=CC=C1C(=N2)N